N-{(2S,3R,4S)-4-fluoro-1-(2-methyl-propanoyl)-2-[(2,3',5'-trifluoro[1,1'-biphenyl]-3-yl)methyl]pyrrolidin-3-yl}-methanesulfonamide F[C@@H]1[C@@H]([C@@H](N(C1)C(C(C)C)=O)CC=1C(=C(C=CC1)C1=CC(=CC(=C1)F)F)F)NS(=O)(=O)C